(2S,4S)-2-(butyryloxymethyl)-1,3-dioxolane C(CCC)(=O)OCC1OCCO1